C(#N)C=1C(=NC=CC1)OC1=C(C=C(C=C1)CC(=O)N)F 2-(4-((3-cyanopyridin-2-yl)oxy)-3-fluorophenyl)acetamide